O=C1N(CC2=C(C=CC=C12)N1C(C(NC(C1([2H])[2H])([2H])[2H])([2H])[2H])([2H])[2H])C1C(NC(CC1)=O)=O 3-(1-oxo-4-(piperazin-1-yl-2,2,3,3,5,5,6,6-d8)isoindolin-2-yl)piperidine-2,6-dione